COC1=CC=C(CC(CCC2=CC=C(C=C2)OC)(C(F)(F)F)C2=CC=C(C#N)C=C2)C=C1 4-(1-(4-methoxybenzyl)-3-(4-methoxyphenyl)-1-trifluoromethylpropyl)benzonitrile